Cl.Cl.N1(CCC1)C=1C2=C(N=C(N1)C)CN(C2)C(=O)[C@H]2CNCC2 (R)-(4-(azetidin-1-yl)-2-methyl-5,7-dihydro-6H-pyrrolo[3,4-d]pyrimidin-6-yl)(pyrrolidin-3-yl)methanone dihydrochloride